C(#N)C1=CC(=C(C=C1)NC(C(C)(C)N1N=C(C(=C1)I)C)=O)C1CC1 N-(4-cyano-2-cyclopropylphenyl)-2-(4-iodo-3-methyl-1H-pyrazol-1-yl)-2-methylpropionamide